2-aminoethyl ((3S,5R,8R,9S,10S,13R,14S,17R)-14-hydroxy-10,13-dimethyl-17-(2-oxo-2H-pyran-5-yl)hexadecahydro-1H-cyclopenta[a]phenanthren-3-yl)carbamate O[C@]12[C@@H]3CC[C@@H]4C[C@H](CC[C@@]4([C@H]3CC[C@@]2([C@H](CC1)C=1C=CC(OC1)=O)C)C)NC(OCCN)=O